C(/C1=CC=CC=C1)=C/1\C(C2=CC=C(C=C2CC1)Br)=O (e)-2-benzylidene-6-bromo-1-tetralone